CN1C=NC2=C1C=C(C(=C2)C)C 1-methyl-5,6-dimethylbenzimidazole